(2E)-2-[2-[[(E)-[cyclopropyl-[4-(trifluoromethyl)-2-pyridinyl]methylene]amino]oxymethyl]-3-methyl-phenyl]-2-methoxyimino-acetic acid methyl ester COC(/C(=N/OC)/C1=C(C(=CC=C1)C)CO/N=C(/C1=NC=CC(=C1)C(F)(F)F)\C1CC1)=O